2-(2-fluoro-3-methyl-4-((3-(trifluoromethyl)-1H-1,2,4-triazol-5-yl)carbamoyl)phenyl)-9,10-dihydro-4H-benzo[d]pyrazolo[1,5-a][1,3]diazepine-3-carboxamide FC1=C(C=CC(=C1C)C(NC1=NC(=NN1)C(F)(F)F)=O)C1=NN2C(NC3=C(CC2)C=CC=C3)=C1C(=O)N